CN1CCN(CC1)C(=O)C1=CC=C(C=C1)C1=NN2C(S1)=NC=C2C2=CC=C(C=C2)C(F)(F)F (4-methylpiperazin-1-yl)(4-(5-(4-(trifluoromethyl)phenyl)imidazo[2,1-b][1,3,4]thiadiazol-2-yl)phenyl)methanone